1-(2-chloroacetyl)-1,2,3,4-tetrahydroquinolin-6-yl 2-chloroacetate ClCC(=O)OC=1C=C2CCCN(C2=CC1)C(CCl)=O